1-[4-(6-benzyloxy-2-phenyl-3,4-dihydronaphthalen-1-yl)phenyl]-4-(dimethoxymethyl)piperidine methyl-3-amino-5-cyclopropyl-6-(1-methylbenzimidazol-4-yl)pyrazine-2-carboxylate COC(=O)C1=NC(=C(N=C1N)C1CC1)C1=CC=CC=2N(C=NC21)C.C(C2=CC=CC=C2)OC=2C=C1CCC(=C(C1=CC2)C2=CC=C(C=C2)N2CCC(CC2)C(OC)OC)C2=CC=CC=C2